[4-[5-(2-hydroxy-1,1-dimethyl-ethyl)-1,2,4-oxadiazol-3-yl]phenyl]-[4-(5-methyloxazolo[4,5-b]pyridin-2-yl)piperazin-1-yl]methanone OCC(C)(C)C1=NC(=NO1)C1=CC=C(C=C1)C(=O)N1CCN(CC1)C=1OC=2C(=NC(=CC2)C)N1